NC1=CC=CC=2C(C3=C(C=CC(=C3C(C12)=O)O)O)=O amino-5,8-dihydroxyanthracene-9,10-Dione